(2R,5R)-4-tert-butoxycarbonyl-2-(methoxymethyl)-5-methylpiperazin C(C)(C)(C)OC(=O)N1C[C@@H](NC[C@H]1C)COC